dimethyl-(heptadecylsilyl)heptan-1-ol CC(C(O)([SiH2]CCCCCCCCCCCCCCCCC)C)CCCCC